N[C@@H]1CN(CCC1)C1=CC(=NC=C1C#CC=1C=NN(C1)C(F)(F)F)NC1=NC(=C(C=C1)F)C1=C(C=CC=C1OC)F 4-((S)-3-aminopiperidin-1-yl)-N-(5-fluoro-6-(2-fluoro-6-methoxyphenyl)pyridin-2-yl)-5-((1-(trifluoromethyl)-1H-pyrazol-4-yl)ethynyl)pyridin-2-amine